2-((3,4-dichlorophenyl)thio)-6-(hydroxymethyl)tetrahydro-2H-pyran-3,5-diol ClC=1C=C(C=CC1Cl)SC1OC(C(CC1O)O)CO